C1(CCC1)N1N=C(C=C1C1CCC(CC1)N1CC2(CS(C2)(=O)=O)CC1)C(F)(F)F 6-((1S,4s)-4-(1-cyclobutyl-3-(trifluoromethyl)-1H-pyrazol-5-yl)cyclohexyl)-2-thia-6-azaspiro[3.4]octane 2,2-dioxide